OC(CN1C[C@@H](CCC1)NC1=NN=C(C=2N1C=CC2)C2=C(C=C(C=C2)C)O)(C)C 2-(4-{[(3R)-1-(2-hydroxy-2-methylpropyl)piperidin-3-yl]amino}pyrrolo[1,2-d][1,2,4]triazin-1-yl)-5-methylphenol